tert-butyl-rel-(5R,6S)-6-({[4-(benzyloxy)cyclohexyl]oxy}methyl)-2-oxo-3-oxa-1,7-diazaspiro[4.5]decane-7-carboxylate C(C)(C)(C)OC(=O)N1[C@@H]([C@@]2(COC(N2)=O)CCC1)COC1CCC(CC1)OCC1=CC=CC=C1 |o1:8,9|